C1(CC1)C(=O)C=1N=C2N(N1)[C@@H](C[C@@H]2F)C2=CC(=CC=C2)OC cyclopropyl-((5S,7S)-7-fluoro-5-(3-methoxyphenyl)-6,7-dihydro-5H-pyrrolo[1,2-b][1,2,4]triazol-2-yl)methanone